boron bicyclo[2.2.1]Heptane C12CCC(CC1)C2.[B]